BrC=1C(=C(C=CC1)NC(=O)C=1N=CC=2CN(CCC2C1)[C@@H]1[C@H](CCC1)O)Cl N-(3-bromo-2-chlorophenyl)-7-((1S,2S)-2-hydroxycyclopentyl)-5,6,7,8-tetrahydro-2,7-naphthyridine-3-carboxamide